1-(4-(3-(4-fluorophenoxy)benzyl)piperazine-1-carbonyl)-1H-pyrazole-3-carboxylic acid FC1=CC=C(OC=2C=C(CN3CCN(CC3)C(=O)N3N=C(C=C3)C(=O)O)C=CC2)C=C1